2-(2-bromoethoxy)ethan-1-ol BrCCOCCO